(1R,2R)-cyclopentane-1,2-diol [C@@H]1([C@@H](CCC1)O)O